1-(5-(5-chloro-2-methoxypyridin-4-yl)-1H-pyrazole-3-carbonyl)-N-((5-fluoro-1H-benzo[d]imidazol-4-yl)methyl)piperidine-4-carboxamide ClC=1C(=CC(=NC1)OC)C1=CC(=NN1)C(=O)N1CCC(CC1)C(=O)NCC1=C(C=CC=2NC=NC21)F